ethyl carbonate n-propyl-carbonate C(CC)OC(O)=O.C(OCC)(O)=O